5-bromo-2-(2-((tert-butyldimethylsilyl)oxy)propan-2-yl)pyridine BrC=1C=CC(=NC1)C(C)(C)O[Si](C)(C)C(C)(C)C